ClC=1C(=C(CC2NCC(C2NC(C(F)(F)F)=O)F)C=CC1)F N-(2-(3-chloro-2-fluorobenzyl)-4-fluoropyrrolidin-3-yl)-2,2,2-trifluoroacetamide